2-(trans-4-aminocyclohexyl)-N4-(2-(isopropylsulfonyl)phenyl)-5-(trifluoromethyl)pyrimidine-2,4-diamine N[C@@H]1CC[C@H](CC1)C1(NC=C(C(=N1)NC1=C(C=CC=C1)S(=O)(=O)C(C)C)C(F)(F)F)N